Cl.NC/C(/CN1N=CN(C1=O)C1=CC(=CC=C1)Br)=C/F 2-[(2Z)-2-(aminomethyl)-3-fluoroprop-2-en-1-yl]-4-(3-bromophenyl)-2,4-dihydro-3H-1,2,4-triazol-3-one hydrochloride